N,N-dimethyl-6-((9Z,12Z)-octadeca-9,12-dien-1-yl)tetracos-4,15,18-trien-1-amine CN(CCCC=CC(CCCCCCCCC=CCC=CCCCCC)CCCCCCCC\C=C/C\C=C/CCCCC)C